NC1=NC=CC(=C1OCC1CCOCC1)COC=1C(=NC=C(N1)C1=CC(=C2CCN(CC2=C1)C)C)N 3-((2-amino-3-((tetrahydro-2H-pyran-4-yl)methoxy)pyridin-4-yl)methoxy)-5-(2,5-dimethyl-1,2,3,4-tetrahydroisoquinolin-7-yl)pyrazin-2-amine